C(CCCCCCCCCCCCCCCCCC)O Nonadecyl Alcohol